C(C)OC(CN1CCC(CC1)OCC1CCN(CC1)C1=C(C=C(C=C1)N)C)=O 2-(4-((1-(4-amino-2-methylphenyl)piperidin-4-yl)methoxy)piperidin-1-yl)acetic acid ethyl ester